C(C=C)NC(=O)OCCC1=CC=C(C=C1)NC1=CC=C(C=2C(C3=CC=CC=C3C(C12)=O)=O)O 4-(2-(allylaminocarbonyloxy)ethyl)phenylamino-4-hydroxyanthraquinone